[Br-].O=C(CC1SCCC1)C(C)(C)C 2-oxo-3,3-dimethylbutyl-tetrahydrothiophene bromide